CC=1N=COC1CN1C=NC=C1C=O 1-((4-methyl-oxazol-5-yl)methyl)-1H-imidazole-5-carbaldehyde